The molecule is a member of the class of triazoles that is 1,2,4-triazole-3-thione substituted at position 2 by a 2-(1-chlorocyclopropyl)-3-(2-chlorophenyl)-2-hydroxypropyl group. It is a member of monochlorobenzenes, a member of triazoles, a tertiary alcohol, a member of cyclopropanes and a thiocarbonyl compound. C1CC1(C(CC2=CC=CC=C2Cl)(CN3C(=S)N=CN3)O)Cl